3-(3-(2,4-Difluorophenyl)-7-fluoro-4-oxo-3,4-dihydrophthalazin-1-yl)-N-methylbenzenesulfonamide FC1=C(C=CC(=C1)F)N1N=C(C2=CC(=CC=C2C1=O)F)C=1C=C(C=CC1)S(=O)(=O)NC